5-[cis-4-methyl-8-(1,2,3,4-tetrahydroisoquinolin-7-ylmethyl)-3,4,6,7,9,9a-hexahydro-1H-pyrazino[1,2-a]pyrazin-2-yl]quinoline-8-carbonitrile C[C@@H]1CN(C[C@@H]2N1CCN(C2)CC2=CC=C1CCNCC1=C2)C2=C1C=CC=NC1=C(C=C2)C#N